[I-].ICCCC1=C(C=CC=C1)P(C1=CC=CC=C1)C1=CC=CC=C1 3-iodopropyl-triphenylphosphine iodide